C(CCCCCCCCCCC)S[Sn](C)(C)SCCCCCCCCCCCC bis(dodecylsulfanyl)dimethylstannane